tert-butyl 5-(imidazo[1,5-a]pyridin-1-yl)-3,6-dihydropyridine-1(2H)-carboxylate C=1(N=CN2C1C=CC=C2)C2=CCCN(C2)C(=O)OC(C)(C)C